1-benzyl 2-methyl (S)-5-oxopyrrolidine-1,2-dicarboxylate O=C1CC[C@H](N1C(=O)OCC1=CC=CC=C1)C(=O)OC